methyl-(S)-2-aminobutyric acid sulfate S(=O)(=O)(O)O.C[C@@](C(=O)O)(CC)N